1-bicyclo[2.2.1]hept-2-yl-3,5-dimethyl-1H-pyrazole C12C(CC(CC1)C2)N2N=C(C=C2C)C